3-(2-methoxypropyl)-3H-imidazo[4,5-b]pyridine-5-carboxylic acid COC(CN1C=NC=2C1=NC(=CC2)C(=O)O)C